1-benzyl-6-chloro-3-methyl-3,4-dihydroquinolin-2(1H)-one C(C1=CC=CC=C1)N1C(C(CC2=CC(=CC=C12)Cl)C)=O